tert-butyl (R)-(1-(4-(6-bromopyrrolo[2,1-f][1,2,4]triazin-4-yl)-2-methylphenyl)ethyl)carbamate BrC=1C=C2C(=NC=NN2C1)C1=CC(=C(C=C1)[C@@H](C)NC(OC(C)(C)C)=O)C